FC(C1=NN(C=C1C(=O)NC1=C(C=CC=C1)OC(C(F)F)(F)F)C)F 3-(Difluoromethyl)-1-methyl-N-[2-(1,1,2,2-tetrafluoroethoxy)phenyl]-1H-pyrazol-4-carboxamid